NC1=C2N=CN(C2=NC(=N1)Cl)C(CCO)CCCCC 3-(6-Amino-2-chloro-9H-purin-9-yl)octan-1-ol